tert-Butyl 4-(3,5-dichloropyrido[2,3-d]pyridazin-8-yl)piperazine-1-carboxylate ClC1=CC=2C(=C(N=NC2Cl)N2CCN(CC2)C(=O)OC(C)(C)C)N=C1